Cl[Si](C)(C)C=CCCCC chloro(1-hexenyl)dimethylsilane